lithium Zirconium Phosphate P(=O)([O-])([O-])[O-].[Zr+4].[Li+]